BrC=1C=C(C=CC1)NN=C(C1=CC=CC=C1)C1=CC=CC=C1 N-(3-bromophenyl)benzophenone hydrazone